2-(Butylsulfanyl)-N-((1R,2S)-2-(3,4-difluorophenyl)cyclopropyl)-9-methyl-9H-purin-6-amine C(CCC)SC1=NC(=C2N=CN(C2=N1)C)N[C@H]1[C@@H](C1)C1=CC(=C(C=C1)F)F